ClC=1SC2=NC(=C(C=C2N1)F)OC1C(CCC(C1)(F)F)=O 2-((2-chloro-6-fluorothiazolo[5,4-b]pyridin-5-yl)oxy)-4,4-difluorocyclohexanone